C(C)(C)(C)[Al] t-butylaluminium